C(C(=C)C)(=O)OCCCN(CC(=O)[N-]S(=O)(=O)C1=CC=CC=C1)C (2-((2-(methacryloyloxy)ethyl)dimethylamino)acetyl)(benzenesulfonyl)amide